COC(=O)C1=C(N=NC=C1C)OC1=C(C=C(C=C1)F)C 3-(4-fluoro-2-methyl-phenoxy)-5-methyl-pyridazine-4-carboxylic acid methyl ester